C(C)(C)C1=C(NC2=CC=C(C=C12)C1CCC(CC1)N1C[C@H](O[C@H](C1)C)C)C=1C=C(C=2N(C1)N=CN2)OC (2r,6s)-4-(4-(3-isopropyl-2-(8-methoxy-[1,2,4]triazolo[1,5-a]pyridin-6-yl)-1H-indol-5-yl)cyclohexyl)-2,6-dimethylmorpholine